C(#N)C1=C(C=C(C=C1)N1[C@H](O[C@@H](C1)C(=O)N1CCN(CC1)C(=O)OCC)C(F)(F)F)C(F)(F)F ethyl 4-((2R,5S)-3-(4-cyano-3-(trifluoromethyl)phenyl)-2-(trifluoromethyl)oxazolidine-5-carbonyl)piperazine-1-carboxylate